N-(7-morpholino-3,4-dihydro-2H-1,4-benzoxazin-6-yl)pyrazolo[1,5-a]pyrimidine-3-carboxamide O1CCN(CC1)C1=CC2=C(NCCO2)C=C1NC(=O)C=1C=NN2C1N=CC=C2